C1(=CC=CC2=CC3=CC=CC=C3C=C12)OC(=O)CC1C2C3C4C=CC(C3C(C1)C2)C4 8-(1-anthracenoxycarbonylmethyl)-tetracyclo[4.4.0.12,5.17,10]-3-dodecene